methyl (S)-3-(8-bromoimidazo[1,2-a]pyridin-5-yl)-2-(2,6-difluoro-4-((R)-3-(trifluoromethyl)morpholino)benzamido)propanoate BrC=1C=2N(C(=CC1)C[C@@H](C(=O)OC)NC(C1=C(C=C(C=C1F)N1[C@H](COCC1)C(F)(F)F)F)=O)C=CN2